C(#N)C1=C(N=C2N(C1=O)C=C(C=C2[C@@H](C)NC2=C(C(=O)O)C=CC=C2)C)N2C[C@@H](N(CC2)C2=CC=C(C=C2)C#N)C 2-(((R)-1-(3-cyano-2-((S)-4-(4-cyanophenyl)-3-methylpiperazin-1-yl)-7-methyl-4-oxo-4H-pyrido[1,2-a]pyrimidin-9-yl)ethyl)amino)benzoic acid